sulfurous acid, pentadecyl-2-propyl ester S(OC(CCCCCCCCCCCCCCCC)C)([O-])=O